benzyl (1S,4aR,5R,8aS)-5-[(1S)-2,2-difluoro-1-hydroxy-ethyl]-1-methyl-3,4,4a,5,6,7,8,8a-octahydro-1H-isoquinoline-2-carboxylate FC([C@@H](O)[C@H]1[C@@H]2CCN([C@H]([C@H]2CCC1)C)C(=O)OCC1=CC=CC=C1)F